methyl-3-(7-(2-octylcyclopropyl)heptyl)dodecan-1-amine CC(CC(CCCCCCCCC)CCCCCCCC1C(C1)CCCCCCCC)N